S1N=CC2=C1OC=N2 oxazolo[4,5-d]isothiazole